N1CC=C(C12CCCCC2)CCOC([O-])=O Azaspiro[4.5]dec-3-en-4-ylethylcarbonate